2,2,2-Trifluoro-1-(4-methoxy-3-nitropyrazolo[1,5-a]pyridin-5-yl)ethan-1-ol FC(C(O)C1=C(C=2N(C=C1)N=CC2[N+](=O)[O-])OC)(F)F